trans-4-((3-(2-Cyclopropyloxazol-4-yl)phenyl)((trans-4-(5-methoxy-6-methylpyridin-2-yl)cyclohexyl)methyl)carbamoyl)-cyclohexanecarboxylic acid C1(CC1)C=1OC=C(N1)C=1C=C(C=CC1)N(C(=O)[C@@H]1CC[C@H](CC1)C(=O)O)C[C@@H]1CC[C@H](CC1)C1=NC(=C(C=C1)OC)C